1-(4-methoxybenzyl)-1-(quinolin-6-ylmethyl)urea COC1=CC=C(CN(C(=O)N)CC=2C=C3C=CC=NC3=CC2)C=C1